1-(6-(3-Aminoprop-1-yn-1-yl)imidazo[1,2-a]pyridin-3-yl)-3-(hydroxymethyl)dihydropyrimidine-2,4(1H,3H)-dione NCC#CC=1C=CC=2N(C1)C(=CN2)N2C(N(C(CC2)=O)CO)=O